FC=1C=C(CC2=NC=CC(=C2)N2N=C(C(=C2)C(=O)OCC)OC)C=C(C1)C(F)(F)F ethyl 1-(2-(3-fluoro-5-(trifluoromethyl)benzyl)pyridin-4-yl)-3-methoxy-1H-pyrazole-4-carboxylate